(2R)-N-((S)-(3-chloro-4-fluorophenyl)(trans-4-(trifluoromethyl)cyclohexyl)methyl)-2-methyl-3-oxopiperazine-1-carboxamide ClC=1C=C(C=CC1F)[C@@H](NC(=O)N1[C@@H](C(NCC1)=O)C)[C@@H]1CC[C@H](CC1)C(F)(F)F